ClC=1C(=C(CNC(=O)C2(CCCC2)NC(CN2N=C(C3=CC=CC=C23)C(=O)N)=O)C=CC1)F 1-(2-((1-((3-chloro-2-fluorobenzyl)carbamoyl)cyclopentyl)amino)-2-oxoethyl)-1H-indazole-3-carboxamide